C(C)(C)(C)OC(=O)N1CC(C1)C1=CC=C(C=C1)OCC(C)(C)C 3-[4-(2,2-dimethylpropoxy)phenyl]azetidine-1-carboxylic acid tert-butyl ester